2-(((6Z,12Z)-octadeca-6,12-dien-1-yl)oxy)tetrahydro-2H-pyran C(CCCC\C=C/CCCC\C=C/CCCCC)OC1OCCCC1